FC1=C(OC2=CC3=C(N=C(N=C3)SC)N(C2=O)C2=NN(C=C2)C)C=CC(=C1)F 6-(2,4-difluorophenoxy)-8-(1-methyl-1H-pyrazol-3-yl)-2-(methylthio)pyrido[2,3-d]pyrimidin-7(8H)-one